magnesium zinc pyrophosphate [O-]P([O-])(=O)OP(=O)([O-])[O-].[Zn+2].[Mg+2]